COC=1C=C2C=C(NC2=CC1)CN (5-methoxy-1H-indol-2-yl)methanamine